CON=C1NC2=C(C=C(C=C2C(N1CC=1C=NN(C1)C)=O)S(=O)(=O)NC1(CC1)C)N1C[C@H](NCC1)C 2-Methoxyimino-N-(1-methylcyclopropyl)-3-[(1-methylpyrazol-4-yl)methyl]-4-oxo-8-[(3R)-3-methylpiperazin-1-yl]-1H-quinazoline-6-sulphonamide